2-Methyl-6-[5-(piperidin-4-yl)[1,3]thiazolo[5,4-d][1,3]thiazol-2-yl]imidazo[1,2-a]pyridin-8-carbonitril CC=1N=C2N(C=C(C=C2C#N)C=2SC=3N=C(SC3N2)C2CCNCC2)C1